(3-(benzyloxy)cyclobutane-1,1-diyl)dimethanol C(C1=CC=CC=C1)OC1CC(C1)(CO)CO